glyceryl triundecanoate CCCCCCCCCCC(=O)OCC(COC(=O)CCCCCCCCCC)OC(=O)CCCCCCCCCC